COC([C@H](C)O[Si](C)(C)C(C)(C)C)=O (S)-2-((tert-butyldimethylsilyl)oxy)propionic acid methyl ester